(S)-2-phenylcyclopropane-carboxylic acid C1(=CC=CC=C1)C1[C@H](C1)C(=O)O